(2S,4R)-4-fluoro-1-[3-(2-methylpyridin-4-yl)propanoyl]-N-[(S)-phenyl[4-(propan-2-yl)phenyl]methyl]pyrrolidine-2-carboxamide F[C@@H]1C[C@H](N(C1)C(CCC1=CC(=NC=C1)C)=O)C(=O)N[C@H](C1=CC=C(C=C1)C(C)C)C1=CC=CC=C1